NC=1C(=C(C=C2C=C(N=CC12)NC(=O)[C@H]1[C@H]([C@@H]1C=1C=NN(C1)C)C)C1=C(C2=C(OCCN2)N=C1)C)F (1S,2S,3S)-N-(8-amino-7-fluoro-6-(8-methyl-2,3-dihydro-1H-pyrido[2,3-b][1,4]oxazin-7-yl)isoquinolin-3-yl)-2-methyl-3-(1-methyl-1H-pyrazol-4-yl)cyclopropane-1-carboxamide